ClC1=C(C=NN1C)C1=NN(C=C1[N+](=O)[O-])COCC[Si](C)(C)C 5'-chloro-1'-methyl-4-nitro-1-((2-(trimethylsilyl)ethoxy)methyl)-1H,1'H-3,4'-bipyrazole